3-{[(3-exo)-8-methyl-8-azabicyclo[3.2.1]oct-3-yl]oxy}-5-(5-methyl-1,3-thiazol-2-yl)-N-{(1R)-1-[2-(trifluoromethyl)pyrimidin-5-yl]ethyl}benzamide CN1C2CC(CC1CC2)OC=2C=C(C(=O)N[C@H](C)C=1C=NC(=NC1)C(F)(F)F)C=C(C2)C=2SC(=CN2)C